tert-butyl ((2-bromo-5-(tetrahydro-2H-pyran-4-yl)thiazol-4-yl)methyl)(methyl)carbamate BrC=1SC(=C(N1)CN(C(OC(C)(C)C)=O)C)C1CCOCC1